C(C)(C)(CC)P(C(C)C)C(C)(C)CC di-tert-amyl-isopropyl-phosphine